methyl 2-(3-(3-hydroxypropyl) phenyl)-2-methylpropionate OCCCC=1C=C(C=CC1)C(C(=O)OC)(C)C